6-(2,4-difluorophenoxy)-8-methyl-2-(tetrahydro-2H-pyran-4-ylamino)pyrido[2,3-d]pyridin-7(8H)-one FC1=C(ON2C(C(C3=C(C2)C=CC(=N3)NC3CCOCC3)C)=O)C=CC(=C1)F